(R)-N-[5-cyano-4-[(1-methoxypropane-2-yl)amino]pyridine-2-yl]-7-formyl-6-[(2-oxo-1,3-oxazepan-3-yl)methyl]-3,4-dihydro-1,8-naphthyridine-1(2H)-carboxamide C(#N)C=1C(=CC(=NC1)NC(=O)N1CCCC2=CC(=C(N=C12)C=O)CN1C(OCCCC1)=O)N[C@@H](COC)C